(3S)-3-({8-carbamoyl-6-[4-methyl-4-(morpholin-4-yl)cyclohex-1-en-1-yl]pyrido[3,2-d]pyrimidin-4-yl}amino)piperidine-1-carboxylic acid tert-butyl ester C(C)(C)(C)OC(=O)N1C[C@H](CCC1)NC=1C2=C(N=CN1)C(=CC(=N2)C2=CCC(CC2)(N2CCOCC2)C)C(N)=O